ClN1C(N(CC1)CCOC1=C(C2=CC=CC=C2C=C1)C#[N+][O-])=O 2-(2-(3-Chloro-2-oxoimidazolidin-1-yl)ethoxy)-1-naphthonitrile oxide